CC=1C(=C2C=NN(C2=CC1)C1OCCCC1)NC(=O)C1=CN=C(S1)NC1=CC=CC(=N1)CC(=O)O 2-(6-((5-((5-Methyl-1-(tetrahydro-2H-pyran-2-yl)-1H-indazol-4-yl)carbamoyl)thiazol-2-yl)amino)pyridin-2-yl)acetic acid